C(C)(=O)NC1=CC2=NC3=C(C=CC=C3C2=CC=C1)CNCCC1=CC=C(C=C1)Br 7-(acetyl)amino-4-(1-(4-bromophenyl)eth-2-yl)aminomethylcyclohepta[7,6-b]indole